NC/C(/COC1=CC=C(C=C1)S(=O)(=O)C[C@H](CN1C(CCCC1)=O)C)=C\F (S,E)-1-(3-((4-((2-(aminomethyl)-3-fluoroallyl)oxy)phenyl)sulfonyl)-2-methylpropyl)piperidin-2-one